ClC1=C(C=NC=2OCCN(C21)C(=O)OC(C)(C)C)N2CC=1N=C(N=CC1CC2)NC2=CC(=C(C=C2)[N+](=O)[O-])C tert-butyl 8-chloro-7-{2-[(3-methyl-4-nitrophenyl)amino]-5H,6H,7H,8H-pyrido[3,4-d]pyrimidin-7-yl}-1H,2H,3H-pyrido[2,3-b][1,4]oxazine-1-carboxylate